rac-(4bS,5R,6S,7S,7aR)-7a-(4-bromophenyl)-6-(((2-fluoroethyl)amino)methyl)-4-methoxy-7-phenyl-5,6,7,7a-tetrahydro-4bH-cyclopenta[4,5]furo[2,3-c]pyridine-4b,5-diol BrC1=CC=C(C=C1)[C@]12[C@](C3=C(C=NC=C3OC)O1)([C@@H]([C@@H]([C@H]2C2=CC=CC=C2)CNCCF)O)O |r|